FC(C1=NN=C(S1)C1=CN=C2N1C=C(C=C2F)S(=O)(=O)Cl)F 3-(5-(difluoromethyl)-1,3,4-thiadiazol-2-yl)-8-fluoroimidazo[1,2-a]pyridine-6-sulfonyl chloride